1-(3-(4-Methoxyphenyl)-1,2,4-oxadiazol-5-yl)-N-((1-((tetrahydro-2H-thiopyran-4-yl)methyl)pyrrolidin-3-yl)methyl)piperidine-4-carboxamide diformate C(=O)O.C(=O)O.COC1=CC=C(C=C1)C1=NOC(=N1)N1CCC(CC1)C(=O)NCC1CN(CC1)CC1CCSCC1